C=C\C=C\C\C=C/C\C=C/CCCCCCCCC (E,Z,Z)-1,3,6,9-Nonadecatetraene